ClC1=C(C(=O)N2COC3=C(C2)C=CC=C3C3=CC(=C(C(=O)O)C=C3)N3CCC(CC3)(F)F)C(=CC(=C1)C=1C=NN(C1)C)Cl 4-[3-[2,6-Dichloro-4-(1-methylpyrazol-4-yl)benzoyl]-2,4-dihydro-1,3-benzoxazin-8-yl]-2-(4,4-difluoropiperidin-1-yl)benzoic acid